2-((5-cinnamyl-6-hydroxy-4-oxo-1,4-dihydropyrimidin-2-yl)thio)-N-(4-hydroxy-3,5-dimethoxyphenethyl)acetamide C(C=CC1=CC=CC=C1)C=1C(N=C(NC1O)SCC(=O)NCCC1=CC(=C(C(=C1)OC)O)OC)=O